ClC=1C=C(C=CC1Cl)C(=O)N1CC=2C(CC1)=NN1C2C=2C(CC1)=C(NN2)C (3,4-Dichlorophenyl)(3-methyl-2,4,5,8,9,11-hexahydro-10H-pyrazolo[3,4-c]pyrazolo-[1,5-a:4,3-c']dipyridin-10-yl)methanone